FC1CC(N(C1)C(CCCC1=CC=NC=C1)=O)C(=O)NC(C1=CC=C(C=C1)C(C)C)C1=CC=CC=C1 4-fluoro-N-{phenyl[4-(propan-2-yl)phenyl]methyl}-1-[4-(pyridin-4-yl)butanoyl]pyrrolidine-2-carboxamide